1-(4-fluorophenyl)-N-[4-[[6-(4-methylpiperazin-1-yl)-1,7-naphthyridin-4-yl]oxy]phenyl]-2-oxo-pyridine-3-carboxamide FC1=CC=C(C=C1)N1C(C(=CC=C1)C(=O)NC1=CC=C(C=C1)OC1=CC=NC2=CN=C(C=C12)N1CCN(CC1)C)=O